(1S,8aR)-1-isopropyl-4,7-dimethyl-1,2,3,5,6,8a-hexahydronaphthalene C(C)(C)[C@@H]1CCC(=C2CCC(=C[C@@H]12)C)C